butyl 6-(methylsulfonyloxymethyl)-2-azaspiro[3.3]heptane-2-carboxylate CS(=O)(=O)OCC1CC2(CN(C2)C(=O)OCCCC)C1